bis(4,9-dihydro-2H-benzo[f]isoindol-1-yl)methane C=1(NC=C2CC3=C(CC12)C=CC=C3)CC=3NC=C1CC2=C(CC31)C=CC=C2